COC=1C(=CC(=NC1)C(F)(F)F)C1=C(C=NC(=C1)C)C(=O)O 5'-methoxy-6-methyl-2'-(trifluoromethyl)-(4,4'-bipyridine)-3-carboxylic acid